M-Ethyl-6-methyl-N2-(2-phenyl-1H-benzo[d]imidazol-5-yl)pyrimidine-2,4-diamine C(C)C=1C=C(C=CC1)C1=NC2=C(N1)C=CC(=C2)NC2=NC(=CC(=N2)N)C